COC(C1=NC=2NCCCC2C=C1CNC)OC 1-(2-(Dimethoxymethyl)-5,6,7,8-tetrahydro-1,8-naphthyridin-3-yl)-N-methylmethanamine